(S)-3-methoxy-N-(6-(5-methyl-6,7-dihydro-5H-pyrrolo[2,1-c][1,2,4]triazol-3-yl)pyridin-2-yl)-1-(6-(trifluoromethyl)pyridin-2-yl)-1H-pyrazole-4-carboxamide COC1=NN(C=C1C(=O)NC1=NC(=CC=C1)C=1N2C(=NN1)CC[C@@H]2C)C2=NC(=CC=C2)C(F)(F)F